C(C)(C)(C)OC(=O)NC(CC(=O)O)C1=C(C=C(C(=C1)Cl)C)OCOC 3-[(tert-butoxycarbonyl)amino]-3-[5-chloro-2-(methoxymethoxy)-4-methylphenyl]propanoic acid